COCCS(=O)(=O)NC1=CC(=C(C(=O)N)C=C1)N1CCC2(CC2)CC1 4-((2-methoxyethyl)sulfonamido)-2-(6-azaspiro[2.5]octan-6-yl)benzamide